alpha-ethynyl-ornithine C(#C)[C@](N)(CCCN)C(=O)O